C1(=C(C(=CC(=C1)C)C)C(C(=O)OC(C(COC(C1=CC=CC=C1)=O)CC)CCC)=O)C 2-ethyl-1,3-hexanediol benzoate mesitylglyoxylate